(S)-N-(2-(dimethylamino)-1-(4-(trifluoromethyl)phenyl)ethyl)-4-(trifluoromethoxy)benzenesulfonamide CN(C[C@H](C1=CC=C(C=C1)C(F)(F)F)NS(=O)(=O)C1=CC=C(C=C1)OC(F)(F)F)C